2-(4-(5-chloro-2-(1H-tetrazol-1-yl)phenyl)-2,5-dioxapiperazin-1-yl)-3-cyclobutyl-N-(2-methyl-2H-indazol-5-yl)propanamide ClC=1C=CC(=C(C1)N1CON(CO1)C(C(=O)NC1=CC2=CN(N=C2C=C1)C)CC1CCC1)N1N=NN=C1